N2-cyclobutyl-N2-methylpyridine-2,5-diamine C1(CCC1)N(C1=NC=C(C=C1)N)C